2-(methoxyimino)propionic acid CON=C(C(=O)O)C